COC1=NC2=C(C=C(C(=C2C(=C1)C)OC1=CC(=CC=C1)C(F)(F)F)OC)NC(CCCN)C N(4)-[2,6-Dimethoxy-4-methyl-5-[3-(trifluoromethyl)phenoxy]quinolin-8-yl]pentane-1,4-diamine